COC1=C(C=CC=C1)C1=NC(=CN1C)C1=CC(=C(C=C1)OC)OC (R)-2-(2-methoxyphenyl)-3-methyl-5-(3,4-dimethoxyphenyl)imidazole